1-(2-((methylthio)methyl)-4-nitrophenyl)ethan-1-one CSCC1=C(C=CC(=C1)[N+](=O)[O-])C(C)=O